ClC=1C(=NC(=C(C#N)C1)N1CCC(CCC1)(F)F)C 5-chloro-2-(4,4-difluoroazepan-1-yl)-6-methylnicotinonitrile